FCCCCCN1C(=CC2=CC=CC=C12)C(=O)N 1-(5-fluoropentyl)-indole-amide